2-fluoro-N,N-diisopropylacrylamide FC(C(=O)N(C(C)C)C(C)C)=C